Cl.Cl.C=C1C=CC=C2C=NC(=C12)C(=O)N 7-methyleneisoindole-1-carboxamide dihydrochloride